L-ascorbic acid stearate C(CCCCCCCCCCCCCCCCC)(=O)O.O=C1C(O)=C(O)[C@H](O1)[C@@H](O)CO